[1,2,4]triazolo[3,4-b][1,3,4]thiadiazole N=1N=CN2C1SC=N2